C(C)S(=O)(=O)C1=C(N=C2N1C=CC(=C2)C(F)(F)F)C2=C(C1=NC=C(C=C1N2)C(F)(F)F)F 3-ethylsulfonyl-2-(3-fluoro-6-(trifluoromethyl)-1H-pyrrolo[3,2-b]pyridin-2-yl)-7-(trifluoromethyl)imidazo[1,2-a]pyridine